bis(catechol) iodosilicate [Si](O)(O)(O)I.C=1(O)C(O)=CC=CC1.C=1(O)C(O)=CC=CC1